C(C)(=O)O[C@H]1C(OC([C@@H]1OC(C)=O)=O)=O (3R,4R)-2,5-dioxotetrahydrofuran-3,4-diyl diacetate